2-methyl-2-((2-(6-(4-methoxyphenethoxy)-1H-indol-1-yl)ethyl)amino)propane-1,3-diol CC(CO)(CO)NCCN1C=CC2=CC=C(C=C12)OCCC1=CC=C(C=C1)OC